trimethyleneacetate CC(=O)OCCCOC(=O)C